[Ir].NC1=CC=C(C=C1)C=1C2=CC=C(N2)C(=C2C=CC(C(=C3C=CC(=C(C=4C=CC1N4)C4=CC=C(C=C4)N)N3)C3=CC=C(C=C3)N)=N2)C2=CC=C(C=C2)N 5,10,15,20-tetra(4-aminophenyl)porphyrin iridium